(2-carbonylthienyl)phosphine propane-1,3-diyldioleate C(CCCCCCCCCC\C=C/CCCCCCCC(=O)O)CCCCCCCC\C=C/CCCCCCCC(=O)O.C(=O)=C1SC=CC1P